S1C(=NC2=C1C=CC=C2)NC2=C(C=C(N=N2)N(C)C=2SC(=C(N2)C(=O)O)C2CN(C2)S(=O)(=O)C)C ({6-[(1,3-benzothiazol-2-yl)amino]-5-methylpyridazin-3-yl}(methyl)amino)-5-(1-methanesulfonylazetidin-3-yl)-1,3-thiazole-4-carboxylic acid